(2E)-3-(7-cyano-1,4-dimethyl-1H-benzotriazol-5-yl)prop-2-enoic acid ethyl ester C(C)OC(\C=C\C1=C(C2=C(N(N=N2)C)C(=C1)C#N)C)=O